NCC1=C(C(=CN=N1)N1C(NC(CC1)=O)=O)F 1-(6-(Aminomethyl)-5-fluoropyridazin-4-yl)dihydropyrimidine-2,4(1H,3H)-dione